Cl.COC(=O)C1=NC=C(N=C1)N1N=C(N=C1[C@H](C)N)C1CC1.BrC1=CC(=C(C(=O)NC[C@H]2COCC2)C=C1)C (S)-4-bromo-2-methyl-N-((tetrahydrofuran-3-yl)methyl)benzamide methyl-5-{5-[(1S)-1-aminoethyl]-3-cyclopropyl-1H-1,2,4-triazol-1-yl}pyrazine-2-carboxylate hydrochloride